6-(1-(3-(1H-pyrazol-1-yl)propanoyl)piperidin-3-yl)-7-fluoro-N,N-dimethyl-4-(4,4,5,5-tetramethyl-1,3,2-dioxaborolan-2-yl)-1H-indole-2-carboxamide N1(N=CC=C1)CCC(=O)N1CC(CCC1)C1=CC(=C2C=C(NC2=C1F)C(=O)N(C)C)B1OC(C(O1)(C)C)(C)C